COC1=C(C=CC(=C1)OC)CNC1=CC=2N(C(N(CC2C=N1)C1=C(C=CC=C1C)F)=O)C1CCN(CC1)C 7-[(2,4-dimethoxyphenyl)methylamino]-3-(2-fluoro-6-methyl-phenyl)-1-(1-methyl-4-piperidyl)-4H-pyrido[4,3-d]pyrimidin-2-one